bromo-5-((5-methyl-1-(tetrahydro-2H-pyran-2-yl)-1H-indazol-4-yl)oxy)isonicotinic acid ethyl ester C(C)OC(C1=C(C=NC=C1OC1=C2C=NN(C2=CC=C1C)C1OCCCC1)Br)=O